3-oxo-1-(o-tolyl)isoindoline-4-carboxamide O=C1NC(C=2C=CC=C(C12)C(=O)N)C1=C(C=CC=C1)C